NC1CCC(CC1)C(=O)NC1=CC(=C(C=C1)C)OC 4-amino-N-(3-methoxy-4-methyl-phenyl)-cyclohexanecarboxamide